bis(2-tert-butoxycarbonylamino-4-aminophenyl)adipamide C(C)(C)(C)OC(=O)NC1=C(C=CC(=C1)N)C(C(=O)N)(CCCC(=O)N)C1=C(C=C(C=C1)N)NC(=O)OC(C)(C)C